trifluoro-3-hydroxypropylsulfonate FC(CC(O)(F)F)S(=O)(=O)[O-]